N1=C(N=CC=C1)C=O pyrimidine-2-carbaldehyde